NC1=NC=C(C2=C1C=NN2)NC(C(=O)N(C(C)C(C)C)CC2=C(C=CC=C2)C)=O N1-(4-amino-1H-pyrazolo[4,3-c]pyridin-7-yl)-N2-(2-methylbenzyl)-N2-(3-methylbutan-2-yl)oxalamide